2-((2-Azaspiro[3.5]non-7-yl)oxy)ethyl acetate C(C)(=O)OCCOC1CCC2(CNC2)CC1